COC(=O)C=1C=C2C(=NC1)N(C(=N2)NC2=CC(=NN2CC)C)CCCNC(=O)OC(C)(C)C 3-(3-((tert-Butoxycarbonyl)amino)propyl)-2-(1-ethyl-3-methyl-1H-pyrazol-5-ylamino)-3H-imidazo[4,5-b]pyridine-6-carboxylic acid methyl ester